FC1=C(OC2C[C@H]3[C@H](CN(C3)C[C@H](C3=CC=C(C=C3)O)O)C2)C=CC(=C1)F (3as,5S,6ar)-5-(2,4-difluorophenoxy)-2-((S)-2-hydroxy-2-(4-hydroxyphenyl)ethyl)hexahydrocyclopenta[c]pyrrol